7-chloro-N-(4-((dimethylamino)methyl)-2-fluoro-5-(trifluoromethyl)phenyl)-1-methyl-6-((4-(methylamino)pyrazolo[1,5-a]pyrazin-3-yl)oxy)-1H-imidazo[4,5-b]pyridin-2-amine ClC1=C2C(=NC=C1OC=1C=NN3C1C(=NC=C3)NC)N=C(N2C)NC2=C(C=C(C(=C2)C(F)(F)F)CN(C)C)F